BrC=1C=NC=C(C1C=O)N1CCC=2C=3CCCCC3SC2C1=O 3-Bromo-5-{6-oxo-8-thia-5-azatricyclo[7.4.0.02,7]trideca-1(9),2(7)-dien-5-yl}pyridine-4-carbaldehyde